N-(4-amino-3-hydroxy-4-oxo-1-phenylbutan-2-yl)-4-(3-((7,9-dioxo-6,10-dioxaspiro[4.5]decan-8-ylidene)-λ3-iodanyl)phenyl)-2-methyloxazole-5-carboxamide NC(C(C(CC1=CC=CC=C1)NC(=O)C1=C(N=C(O1)C)C1=CC(=CC=C1)I=C1C(OC2(CCCC2)OC1=O)=O)O)=O